1-(4-(4-(4-(2-hydroxypropan-2-yl)pyridin-2-yl)benzyl)phenyl)-5-methyl-1H-1,2,4-triazole-3-carboxamide OC(C)(C)C1=CC(=NC=C1)C1=CC=C(CC2=CC=C(C=C2)N2N=C(N=C2C)C(=O)N)C=C1